C1(CC1)C1=NC(=NC(=C1)NO)NC(=O)NC1=CC=C(C=C1)OC(F)(F)F 1-(4-cyclopropyl-6-(hydroxyamino)pyrimidin-2-yl)-3-(4-(trifluoromethoxy)phenyl)urea